CNC(=O)C1=CC=2N(C=C1)C(=CN2)N2N=CC(=C2)C2=C(C=CC(=C2)C(NC2CC2)=O)C 3-[4-(5-Cyclopropylcarbamoyl-2-methyl-phenyl)-pyrazol-1-yl]-imidazo[1,2-a]pyridine-7-carboxylic acid methylamide